bis[2-methyladamantylacetyloxymethoxyphenyl]phenylsulfonium bis(trifluoromethylsulfonyl)imide [N-](S(=O)(=O)C(F)(F)F)S(=O)(=O)C(F)(F)F.CC1C2(CC3CC(CC1C3)C2)CC(=O)OCOC2=C(C=CC=C2)[S+](C2=CC=CC=C2)C2=C(C=CC=C2)OCOC(CC23C(C1CC(CC(C2)C1)C3)C)=O